O=C1NC(CCC1N1C(C2=CC=CC(=C2C1=O)NCCCCCCCCCC(=O)O)=O)=O 10-((2-(2,6-dioxopiperidin-3-yl)-1,3-dioxoisoindolin-4-yl)amino)decanoic acid